N1=CC(=CC=C1)C=1C=C(C=CC1)C1=CC(=CC=C1)C1=NC(=NC(=N1)C=1C=C(C=CC1)C1=CC(=CC=C1)C=1C=NC=CC1)C=1C=C(C=CC1)C1=CC(=CC=C1)C=1C=NC=CC1 2,4,6-tris(3'-(pyridin-3-yl)biphenyl-3-yl)1,3,5-triazine